ClC(=CCC(C(=O)O)(C(=O)O)CC(C)C)C 2-(3-chloro-2-butenyl)-2-isobutyl-malonic acid